chloro-3-fluorothiophene-2-carboxylic acid methyl ester COC(=O)C=1SC=C(C1F)Cl